β-methoxyethanol COCCO